O1CNCC12CCNCC2 1-oxa-3,8-diazaspiro[4.5]decane